C[Si]1(C(=C(C(=C1C#CC1=CC(=CC(=C1)NCCC)NCCC)C1=CC=CC=C1)C1=CC=CC=C1)C#CC1=CC(=CC(=C1)NCCC)NCCC)C 1,1-dimethyl-2,5-di(3,5-dipropylaminophenylethynyl)-3,4-diphenylsilole